N1CC(C1)S(=O)(=O)C=1C=CC(=C(C1)C1=NN(C=C1NC(=O)C=1C=NN2C1N=CC=C2)C)OC(F)F N-[3-[5-(azetidine-3-sulfonyl)-2-(difluoromethoxy)phenyl]-1-methyl-1H-pyrazol-4-yl]pyrazolo[1,5-a]pyrimidine-3-carboxamide